rac-(1r,2s,3s,4r,5s)-N-(3,4-dichlorophenyl)-5-hydroxy-3-(2-(trifluoromethyl)pyridin-4-yl)-7-oxabicyclo[2.2.1]heptane-2-carboxamide ClC=1C=C(C=CC1Cl)NC(=O)[C@@H]1[C@H]2C[C@@H]([C@@H]([C@@H]1C1=CC(=NC=C1)C(F)(F)F)O2)O |r|